C(C)[Si](OC)(OC)OC ethyl-Trimethoxysilane